C[C@@H]1NCCCC1 (2S)-2-methylpiperidin